4-methoxy-N1-(4-chlorophenyl)pyrrolidine-1,2-dicarboxamide COC1CC(N(C1)C(=O)NC1=CC=C(C=C1)Cl)C(=O)N